4-[5-(2-amino-2-methylpropyl)pyridin-2-yl]-3-(2-methyl-5-pyridin-2-ylpyrazol-3-yl)oxybenzonitrile NC(CC=1C=CC(=NC1)C1=C(C=C(C#N)C=C1)OC=1N(N=C(C1)C1=NC=CC=C1)C)(C)C